N(=NC(C#N)(CCC)C)C(C#N)(CCC)C azobis(2-methylpentanenitrile)